C(CCC)OC1=C(C=C(C(=O)NCC2(CCOCC2)N(C)C)C=C1OC)OC 4-butoxy-N-[[4-(dimethylamino)oxan-4-yl]methyl]-3,5-dimethoxybenzamide